1-(4-(tert-butyl)phenyl)-2-ethyl-5-hydroxy-1H-indole-3-carboxylic acid ethyl ester C(C)OC(=O)C1=C(N(C2=CC=C(C=C12)O)C1=CC=C(C=C1)C(C)(C)C)CC